tert-butyl 3-(methyl((1-methylazetidin-3-yl)methyl)amino)-3-(3-(trifluoromethyl)phenethyl)piperidine-1-carboxylate CN(C1(CN(CCC1)C(=O)OC(C)(C)C)CCC1=CC(=CC=C1)C(F)(F)F)CC1CN(C1)C